NC1CCC2(COC1O2)CO 4-amino-1-(hydroxymethyl)-6,8-dioxabicyclo[3.2.1]octane